C(C1=CC=CC=C1)OC[C@H](\C=C/C(=O)OC)NC(=O)OC(C)(C)C methyl (S,Z)-5-(benzyloxy)-4-((tert-butoxycarbonyl)amino)pent-2-enoate